N-(2-(3-(Dimethylamino)propoxy)-5-(3'-methyl-2'-oxo-2',3'-dihydrospiro[cyclobutane-1,1'-pyrrolo[2,3-c]quinolin]-8'-yl)pyridin-3-yl)ethanesulfonamide CN(CCCOC1=NC=C(C=C1NS(=O)(=O)CC)C1=CC=2C3=C(C=NC2C=C1)N(C(C31CCC1)=O)C)C